[5-(2-fluorophenyl)-1-(pyridin-3-ylsulfonyl)-1H-pyrrol-3-yl]-N-methylmethanamine monofumarate C(\C=C\C(=O)O)(=O)O.FC1=C(C=CC=C1)C1=CC(=CN1S(=O)(=O)C=1C=NC=CC1)CNC